CS(=O)(=O)N1CCN(CC1)C1=CC=C2N=C3C(C4=C(C(C3=NC2=C1C#N)=O)N=CC=C4)=O 9-(4-(methylsulfonyl)piperazin-1-yl)-5,12-dioxo-5,12-dihydropyrido[2,3-b]phenazine-10-carbonitrile